(5R)-3-fluoro-5,8,8-trimethyl-5-(3-methylsulfonylphenyl)-6-oxo-9,10-dihydro-7H-benzo[b][1,8]naphthyridine-4-carbonitrile FC1=C(C=2[C@](C3=C(NC2N=C1)CC(CC3=O)(C)C)(C3=CC(=CC=C3)S(=O)(=O)C)C)C#N